N-(3,5-difluoro-4-((6-methoxy-7-(2-(methylamino)ethoxy)quinolin-4-yl)oxy)phenyl)-4-(2-hydroxyethoxy)pyridine-3-carboxamide FC=1C=C(C=C(C1OC1=CC=NC2=CC(=C(C=C12)OC)OCCNC)F)NC(=O)C=1C=NC=CC1OCCO